2-chloro-N-((5-methylisoxazol-3-yl)carbamoyl)acetamide ClCC(=O)NC(NC1=NOC(=C1)C)=O